2-((5-chloro-2-((6-(3-(dimethylamino)pyrrolidin-1-yl)-2-methoxypyridin-3-yl)amino)pyrimidine-4-yl)amino)-N-methylbenzenesulfonamide ClC=1C(=NC(=NC1)NC=1C(=NC(=CC1)N1CC(CC1)N(C)C)OC)NC1=C(C=CC=C1)S(=O)(=O)NC